2-Methyltriacontane CC(C)CCCCCCCCCCCCCCCCCCCCCCCCCCCC